CSC(=CC(C)=O)SC 4,4-bis(methylthio)but-3-en-2-one